ethyl (S)-2-(2-(3-bromopyrazolo[1,5-a]pyrimidin-5-yl)-7-(4-chlorophenyl)-5-methylbenzo[d]thiazol-6-yl)-2-(tert-butoxy)acetate BrC=1C=NN2C1N=C(C=C2)C=2SC1=C(N2)C=C(C(=C1C1=CC=C(C=C1)Cl)[C@@H](C(=O)OCC)OC(C)(C)C)C